C(C1=CC=CC=C1)N1C(NC(C=C1)=O)=O 1-benzylpyrimidine-2,4(1h,3h)-dione